N-((R)-1-(5-(2,2,2-trifluoroethoxy)thiophen-2-yl)ethyl)pyrrolidine-3-carboxamide FC(COC1=CC=C(S1)[C@@H](C)NC(=O)C1CNCC1)(F)F